tert-butyl N-[(3R)-1-[2-(6-benzyloxy-1H-pyrrolo[2,3-b]pyridin-2-yl)-5-methoxy-3-methyl-imidazo[1,2-a]pyridine-7-carbonyl]-3-piperidyl]carbamate C(C1=CC=CC=C1)OC1=CC=C2C(=N1)NC(=C2)C=2N=C1N(C(=CC(=C1)C(=O)N1C[C@@H](CCC1)NC(OC(C)(C)C)=O)OC)C2C